NC(C)C1=CC(=C[Se]1)C1=C(COC(NC)=O)C=CC=C1 (2-(5-(1-aminoethyl)selenophene-3-yl)benzyl)(methyl)carbamate